(2-propenoxy)-2-tert-butyl-2-propene C(C=C)OCC(=C)C(C)(C)C